FC=1C=C2C(NC=3CCCC(C3C2=CC1F)N(C(=O)C=1NC2=CC(=C(C=C2C1)F)F)C)=O N-(8,9-difluoro-6-oxo-1,2,3,4,5,6-hexahydrophenanthridin-1-yl)-5,6-difluoro-N-methyl-1H-indole-2-carboxamide